C(C)(C)C1C(CC(CC1)C)C(COC)(COC)CCC(Br)(Br)Br 2-(2-isopropyl-5-methylcyclohexyl)-2-(3,3,3-tribromopropyl)-1,3-dimethoxypropane